N-ethyl-3-(8-formyl-7-hydroxy-4-methyl-6-(2-morpholinoethoxy)-2-oxo-2H-chromen-3-yl)propionamide C(C)NC(CCC=1C(OC2=C(C(=C(C=C2C1C)OCCN1CCOCC1)O)C=O)=O)=O